5-bromo-2-iodo-1-(phenylsulfonyl)-1H-indole BrC=1C=C2C=C(N(C2=CC1)S(=O)(=O)C1=CC=CC=C1)I